C(CCCCCCCCCCC)(=O)N[C@@H](CC(N)=O)C(=O)O.[Na] sodium lauroyl-L-asparagine